5-(3-((trans)-4-(4-chloro-3-fluorophenyl)-1-(2-methoxyethyl)pyrrolidin-3-yl)ureido)-3-methyl-1-phenyl-1H-pyrazole-4-carboxamide ClC1=C(C=C(C=C1)[C@H]1[C@@H](CN(C1)CCOC)NC(NC1=C(C(=NN1C1=CC=CC=C1)C)C(=O)N)=O)F